selenious dichloride [Se](=O)(Cl)Cl